CC(CC1=CC=CC=C1)(C)N 1,1-dimethyl-2-phenyl-ethylamine